FC=1C=C2N[C@H](CN(C2=CC1)C(C)C)C1=CC=CC=C1 (S)-6-fluoro-1-isopropyl-3-phenyl-1,2,3,4-tetrahydroquinoxaline